COC(=O)C1=CC=C2C(=C(N(C2=C1)C(C)=O)OC(=O)C)C(C)=O 2-acetoxyl-1,3-diacetyl-1H-indole-6-carboxylic acid methyl ester